CNC(=O)C1NC(N(C1)C)=O N,1-dimethyl-2-oxo-imidazolidine-4-carboxamide